NC(CCN(CCC(C(C)C)N1CC2(C1)CN(CC2)C=2N=CN=NC2OC2=C(C(=O)N(C(C)C)CC)C=C(C=C2)F)C)=O 2-((5-(2-(1-((3-amino-3-oxopropyl)(methyl)amino)-4-methylpentan-3-yl)-2,6-diazaspiro[3.4]oct-6-yl)-1,2,4-triazin-6-yl)oxy)-N-ethyl-5-fluoro-N-isopropylbenzamide